N6-(1-ethylpropyl)-3-isopropyl-N8-[3-(3-pyridyl)propyl]-[1,2,4]triazolo[4,3-b]pyridazine-6,8-diamine C(C)C(CC)NC=1C=C(C=2N(N1)C(=NN2)C(C)C)NCCCC=2C=NC=CC2